O1C=C(C=C1)C=1N=C(C2=C(N1)SC(=C2)C)NCCCC2=CC=C(C=C2)C=2C=NN(C2)C 2-(furan-3-yl)-6-methyl-N-(3-[4-(1-methyl-1H-pyrazol-4-yl)phenyl]propyl)thieno[2,3-d]pyrimidin-4-amine